FC=1C=C2C(=CC=NC2=CC1F)N1CCN(CC1)C(=O)[C@@H]1CN(CC1)C(=O)OCCCC butyl (S)-3-(4-(6,7-difluoroquinolin-4-yl)piperazine-1-carbonyl)pyrrolidine-1-carboxylate